O=C1C=C(C=C(O1)C(=O)N)C1=CC=CC=C1 6-oxo-4-phenylpyran-2-carboxamide